CN1N=C(C=C1C(=O)NC1(CC1)C=1C=C(C(=NC1)C1=CC(=NC=C1)C(F)(F)F)C)C(F)(F)F 1-methyl-N-(1-(3-methyl-2'-(trifluoromethyl)-[2,4'-bipyridin]-5-yl)cyclopropyl)-3-(trifluoromethyl)-1H-pyrazole-5-carboxamide